4-[1-(2,3-dimethylphenyl)ethyl]-1-(prop-2-ene-1-sulfonyl)-1H-imidazole CC1=C(C=CC=C1C)C(C)C=1N=CN(C1)S(=O)(=O)CC=C